C1(CC1)CCS(=O)(=O)N(CC1=CC=C(C=C1)OC)CC1=CC=C(C=C1)OC 2-CYCLOPROPYL-N,N-BIS(4-METHOXYBENZYL)ETHANESULFONAMIDE